5-fluoro-2-(3-(3-nitrophenyl)ureido)benzoic Acid FC=1C=CC(=C(C(=O)O)C1)NC(=O)NC1=CC(=CC=C1)[N+](=O)[O-]